{4-methyl-2-[1-methyl-4-(pyrimidin-2-yl)-1H-pyrazole-3-carbonyl]-2-azabicyclo[3.1.1]heptan-3-yl}methanamine CC1C(N(C2CC1C2)C(=O)C2=NN(C=C2C2=NC=CC=N2)C)CN